disodium [6-methoxy-2-methyl-3-(3,4,5-trimethoxybenzoyl)-1-benzofuran-7-yl]phosphate COC1=C(C2=C(C(=C(O2)C)C(C2=CC(=C(C(=C2)OC)OC)OC)=O)C=C1)OP(=O)([O-])[O-].[Na+].[Na+]